C(C1=CC=CC=C1)N1CCC(CC1)NC(=O)C1=CC2=C(NC(N2)=O)C=C1 N-(1-benzylpiperidin-4-yl)-2-oxo-2,3-dihydro-1H-benzo[d]imidazole-5-carboxamide